4-bromo-1-(chloromethyl)-2-fluoro-benzene BrC1=CC(=C(C=C1)CCl)F